NC=1SC=CN1 2-aminothiazol